tripotassium phosphite P([O-])([O-])[O-].[K+].[K+].[K+]